BrC(CC1=CC=C(C=C1)C)=O alpha-bromo(4-methylphenyl)ethanone